8,9-dihydropyrazino[2,3-g]quinazolin-7(6H)-one N1=CN=CC2=CC3=C(C=C12)NCC(N3)=O